(S)-3-(5-(((3S,4S)-1-((8-fluoro-2-(4-hydroxycyclohexyl)quinazolin-6-yl)methyl)-4-(methoxymethyl)pyrrolidin-3-yl)oxy)-1-oxoisoindolin-2-yl)piperidine-2,6-dione FC=1C=C(C=C2C=NC(=NC12)C1CCC(CC1)O)CN1C[C@H]([C@@H](C1)COC)OC=1C=C2CN(C(C2=CC1)=O)[C@@H]1C(NC(CC1)=O)=O